methyl (S)-2-(3-((6-((1-(3-(tert-butyl)-5-fluorophenyl)ethyl)carbamoyl)-1-isobutyl-1H-indol-3-yl)methyl)phenoxy)-2-methylpropanoate C(C)(C)(C)C=1C=C(C=C(C1)F)[C@H](C)NC(=O)C1=CC=C2C(=CN(C2=C1)CC(C)C)CC=1C=C(OC(C(=O)OC)(C)C)C=CC1